C(#N)CC(=C)C(=C)CC#N 2,3-bis(cyanomethyl)-1,3-butadiene